FC1(CCN(CC1)CCCC=C)F 4,4-difluoro-1-pent-4-enyl-piperidine